1,1,1-tri-(hydroxymethyl)ethane myristoylaminopropionate C(CCCCCCCCCCCCC)(=O)NC(C(=O)O)C.OCC(C)(CO)CO